FC(C(=O)O)(F)F.FC1=CC=CC2=C1SC=C2C#N 7-fluorobenzo[B]thiophene-3-carbonitrile trifluoroacetate